N-(4-bromo-2-((4-fluorobenzyl)oxy)phenyl)ethanesulfonamide BrC1=CC(=C(C=C1)NS(=O)(=O)CC)OCC1=CC=C(C=C1)F